BrC=1C=C2CCN(CC2=CC1OC)C 6-bromo-7-methoxy-2-methyl-3,4-dihydro-1H-isoquinoline